(s)-N-(6-(2-chloro-5-fluorophenyl)-3-cyano-8-oxo-1,6,7,8-tetrahydropyrrolo[3,4-g]indazol-5-yl)-3-fluoro-5-(trifluoromethyl)benzamide ClC1=C(C=C(C=C1)F)[C@H]1NC(C=2C1=C(C=C1C(=NNC21)C#N)NC(C2=CC(=CC(=C2)C(F)(F)F)F)=O)=O